N1(CCNCC1)C=1NC=C(N1)C=O 2-(piperazin-1-yl)-1H-imidazole-4-carbaldehyde